Sodium 5-fluoro-2-hydroxybenzenesulfonate FC=1C=CC(=C(C1)S(=O)(=O)[O-])O.[Na+]